OC=1C(=C(C(=CC1)C)C1=NC(=CC2=C1N=CN(C2=O)COCC[Si](C)(C)C)N2C[C@H](CC2)COC)C 8-(3-hydroxy-2,6-dimethylphenyl)-6-((S)-3-(methoxymethyl)pyrrolidin-1-yl)-3-((2-(trimethylsilyl)ethoxy)methyl)pyrido[3,4-d]pyrimidin-4(3H)-one